C(#N)C1=NC=CC(=C1NC(=O)N1CCC(CC1)(C)C1=NOC(=N1)[C@H]1[C@H](C1)F)C1CCNCC1 N-(2-cyano-4-(piperidin-4-yl)pyridin-3-yl)-4-(5-((1S,2S)-2-fluorocyclopropyl)-1,2,4-oxadiazol-3-yl)-4-methylpiperidine-1-carboxamide